C(CC)OCCOCCO 2-(2-propoxyethoxy)ethan-1-ol